C(#N)N1CC(CC1)CC(=O)N 2-(1-cyanopyrrolidin-3-yl)acetamide